4-(3,4-dimethoxyphenyl)-2,6-bis(trichloromethyl)-1,3,5-triazine COC=1C=C(C=CC1OC)C1=NC(=NC(=N1)C(Cl)(Cl)Cl)C(Cl)(Cl)Cl